(E)-N-(4-(1-(4-(1-(2-((2-(2,6-dioxopiperidin-3-yl)-1-oxoisoindoline-4-yl)thio)ethyl)piperidin-4-yl)benzoyl)piperidin-4-yl)butyl)-3-(pyridin-3-yl)acrylamide O=C1NC(CCC1N1C(C2=CC=CC(=C2C1)SCCN1CCC(CC1)C1=CC=C(C(=O)N2CCC(CC2)CCCCNC(\C=C\C=2C=NC=CC2)=O)C=C1)=O)=O